1-(amino)cyclopentanecarboxylic acid NC1(CCCC1)C(=O)O